BrCCOCCOCCOCCS(=O)C1=C2CNC(C2=CC=C1)=O 4-(2-(2-(2-(2-bromoethoxy)ethoxy)ethoxy)ethylsulfinyl)-1-oxoisoindolin